C(C)NC1=NC=2C=C(C(=CC2C2=C1COC(C2)(C)C)OC)OCCCN2CCCC2 N-ethyl-9-methoxy-2,2-dimethyl-8-(3-(pyrrolidin-1-yl)propoxy)-1,4-dihydro-2H-pyrano[3,4-c]quinolin-5-amine